(R)-N-(3-((4-amino-1-(azetidin-3-yl)-1H-pyrazolo[3,4-d]pyrimidin-3-yl)ethynyl)-4-methylphenyl)-3-phenylisoxazolidin-2-carboxamide NC1=C2C(=NC=N1)N(N=C2C#CC=2C=C(C=CC2C)NC(=O)N2OCC[C@@H]2C2=CC=CC=C2)C2CNC2